C(C(O)CO)C(C(=O)O)CCCCCCCCCCCCCC(C)C.C(CCCCCCCCCCCCCCC(C)C)(=O)O.OCC(O)CO glycerin isostearate (Glyceryl-isostearate)